tert-butyl (S)-(3-(1-(4-fluorophenyl)-1,2,3,4-tetrahydroisoquinoline-2-carboxamido)bicyclo[1.1.1]pentan-1-yl)(2-(methylsulfonyl)ethyl)carbamate FC1=CC=C(C=C1)[C@@H]1N(CCC2=CC=CC=C12)C(=O)NC12CC(C1)(C2)N(C(OC(C)(C)C)=O)CCS(=O)(=O)C